tert-butyl 4-(1-(2-carbamoyl-3-chlorophenyl)-3,3-dimethyl-2-oxoindolin-6-yl)-3,3-dimethylpiperazine-1-carboxylate C(N)(=O)C1=C(C=CC=C1Cl)N1C(C(C2=CC=C(C=C12)N1C(CN(CC1)C(=O)OC(C)(C)C)(C)C)(C)C)=O